FC1=C(C=CC(=C1)F)N1CCN(CC1)C(CCC=1NC(C2=C(C=CC(=C2C1)C)F)=O)=O 3-(3-(4-(2,4-difluorophenyl)piperazin-1-yl)-3-oxopropyl)-8-fluoro-5-methylisoquinolin-1(2H)-one